monobutyltin tris(2-ethyl hexanoate) C(C)C(C(=O)[O-])CCCC.C(C)C(C(=O)[O-])CCCC.C(C)C(C(=O)[O-])CCCC.C(CCC)[Sn+3]